ClC=1C=C2CCN(C2=CC1C(F)(F)F)C(=O)N[C@@H](C)C=1N(N=CN1)C1=NC=CC=N1 5-chloro-N-[(1S)-1-(2-pyrimidin-2-yl-1,2,4-triazol-3-yl)ethyl]-6-(trifluoromethyl)indoline-1-carboxamide